C(#N)C1=C(C=CC(=C1)C#C)S(=O)(=O)N1C[C@@H]([C@@](C1)(CO)O)OC1=CC(=C(C#N)C=C1)F 4-(((3s,4r)-1-((2-cyano-4-ethynylphenyl)sulfonyl)-4-hydroxy-4-(hydroxymethyl)pyrrolidin-3-yl)oxy)-2-fluorobenzonitrile